BrC=1N(N=C2C=C(C=CC12)C(=O)OC)C(F)F methyl 3-bromo-2-(difluoromethyl)-2H-indazole-6-carboxylate